C(#N)C=1N=C2N(C(=NC=C2C2=CC(=NN2C)C(=O)N)NCC2=C(C=CC3=C2CCO3)F)C1 5-(2-cyano-5-(((5-fluoro-2,3-dihydrobenzofuran-4-yl)methyl)amino)imidazo[1,2-c]pyrimidin-8-yl)-1-methyl-1H-pyrazole-3-carboxamide